F[C@H]1[C@@H](C1)C(CC(C(=O)OC)=O)=O Methyl 4-((1S,2R)-2-fluorocyclopropyl)-2,4-dioxobutanoate